2-(3-methylisoxazol-5-yl)-N-(5-((1R,3S)-3-(5-oxo-4,6-diazaspiro[2.4]heptan-6-yl)cyclopentyl)-1H-pyrazol-3-yl)acetamide CC1=NOC(=C1)CC(=O)NC1=NNC(=C1)[C@H]1C[C@H](CC1)N1C(NC2(CC2)C1)=O